O1CCN(CC1)C=1C2=C(N=CN1)NC(=C2)C2=CC=C(N[C@H](C(F)(F)F)C1CNCCC1)C=C2 4-(4-morpholino-7H-pyrrolo[2,3-d]pyrimidin-6-yl)-N-((1S)-2,2,2-trifluoro-1-(piperidin-3-yl)ethyl)aniline